Cl.FC1=C(C=CC(=C1F)OCCN1CCCC1)CNC1=NC(=NC(=N1)N)C1=CC=C2C=NNC2=C1 N2-[[2,3-difluoro-4-(2-pyrrolidin-1-ylethoxy)phenyl]methyl]-6-(1H-indazol-6-yl)-1,3,5-triazine-2,4-diamine hydrochloride